(3S,4R)-3-fluoro-4-hydroxypyrrolidine-1-carboxylic acid tert-butyl ester C(C)(C)(C)OC(=O)N1C[C@@H]([C@@H](C1)O)F